(9Z,12Z)-octadeca-9,12-dien-1-yl (2S,4R)-4-(3-(dimethylamino)propanamido)-1-((9Z,12Z)-octadeca-9,12-dienoyl)pyrrolidine-2-carboxylate CN(CCC(=O)N[C@@H]1C[C@H](N(C1)C(CCCCCCC\C=C/C\C=C/CCCCC)=O)C(=O)OCCCCCCCC\C=C/C\C=C/CCCCC)C